[Si](C)(C)(C(C)(C)C)O[C@H]1[C@@H]([C@@H](O[C@]1(CCO)CO[Si](C)(C)C(C)(C)C)N1C(NC(C(=C1)F)=O)=O)F 1-[(2R,3S,4R,5R)-4-[(tert-butyldimethylsilyl)oxy]-5-{[(tert-butyldimethylsilyl)oxy]methyl}-3-fluoro-5-(2-hydroxyethyl)oxolan-2-yl]-5-fluoro-3H-pyrimidine-2,4-dione